2-(((4-((2-methoxyethyl)amino)cyclohexyl)amino)pyrimidin-4-yl)-3,4-dihydroisoquinoline COCCNC1CCC(CC1)NC1=NC=CC(=N1)N1CC2=CC=CC=C2CC1